FC1=CC=C(C=C1)N1C(C(=CC=C1OC(F)F)C(=O)O)=O 1-(4-fluorophenyl)-6-difluoromethoxy-2-oxo-1,2-dihydropyridine-3-carboxylic acid